1-hydroxy-N-(2-(trifluoromethoxy)benzyl)-1,3-dihydrobenzo[c][1,2]oxaborole-6-carboxamide OB1OCC2=C1C=C(C=C2)C(=O)NCC2=C(C=CC=C2)OC(F)(F)F